C([C@@H]1[C@H]([C@@H]([C@H]([C@](O1)(C2([C@@H]([C@H](C([C@H]([C@H]2O)O)O)O)O)O)O)N)O)O)O glucosaminylinositol